(S)-4-((2-Chloro-5-iodopyridin-4-yl)amino)butan-2-ol ClC1=NC=C(C(=C1)NCC[C@H](C)O)I